N-((R or S)-(3-chloro-2,4-difluorophenyl)(3,3-dimethylcyclobutyl)meth-yl)-3-oxopiperazine-1-carboxamide ClC=1C(=C(C=CC1F)[C@H](NC(=O)N1CC(NCC1)=O)C1CC(C1)(C)C)F |o1:8|